FC(S(=O)(=O)O[Si](C1C(=C(C(=C1C)C)C)C)(C)C)(F)F Dimethyl(2,3,4,5-tetramethylcyclopenta-2,4-dien-1-yl)silyl trifluoromethanesulfonate